C(C)(C)(C)OC(C[C@H]([C@H]([C@H](CC)C)NC)OC)=O (3R,4S,5S)-3-methoxy-5-methyl-4-(methylamino)heptanoic acid tert-butyl ester